FC=1C(=C(C=CC1C(F)(F)F)NC(CI)=O)C N-[3-fluoro-2-methyl-4-trifluoromethylphenyl]-2-iodoacetamide